CN(C)C=C(C(=O)[O-])C(C(OCC)OCC)=O 2-((dimethylamino) methylene)-4,4-diethoxy-3-oxobutanoate